ClC1=C(NC2=CC=C(C(=C12)Cl)F)C(=O)N1CCN(CC1)C(=O)[C@@H]1NC[C@@H](C1)F (3,4-dichloro-5-fluoro-1H-indol-2-yl)(4-((2R,4R)-4-fluoropyrrolidine-2-carbonyl)piperazin-1-yl)methanone